C(#N)C1=CC=2N(N=C1)C(=CC2)C2=CC(=C(C=N2)C2=NN=C(S2)C2CC(C2)CNC(C)=O)NC(C)C N-(((1r,3r)-3-(5-(6-(3-cyanopyrrolo[1,2-b]pyridazin-7-yl)-4-(isopropylamino)pyridin-3-yl)-1,3,4-thiadiazol-2-yl)cyclobutyl)methyl)acetamide